N(=N[Sb](=O)=C(COCCOCCOCCOCCC(=O)N[C@@H](C(C)C)C(N[C@@H](C)C(NC1=CC=C(C=C1)CI)=O)=O)N1C(C=CC1=O)=O)* (AZO)antimonyl-(2,5-dioxo-2,5-dihydro-1H-pyrrol-1-yl)-N-[(1S)-1-{[(1S)-1-{[4-(iodomethyl)phenyl]carbamoyl}ethyl]carbamoyl}-2-methylpropyl]-3,6,9,12-tetraoxapentadecan-15-amide